3-(4-hydroxyphenyl)-1-[4-hydroxy-2-[3,4,5-trihydroxy-6-(hydroxymethyl)oxan-2-yl]oxyphenyl]propan-1-one OC1=CC=C(C=C1)CCC(=O)C1=C(C=C(C=C1)O)OC1OC(C(C(C1O)O)O)CO